N-(1-adamantyl)-3-[[2-(5-chloro-2-hydroxy-phenyl)acetyl]amino]benzamide C12(CC3CC(CC(C1)C3)C2)NC(C2=CC(=CC=C2)NC(CC2=C(C=CC(=C2)Cl)O)=O)=O